C(CCCCC(C)C)OC(COC1=NC(=C(C(=C1Cl)N)Cl)F)=O 4-amino-3,5-dichloro-6-fluoro-2-pyridyloxyacetic acid isooctyl ester